(S,6S)-6-methoxy-N'-(tricyclo[6.2.0.03,6]deca-1,3(6),7-trien-2-ylcarbamoyl)-6,7-dihydro-5H-pyrazolo[5,1-b][1,3]oxazine-3-sulfonimidamide CO[C@H]1CN2C(OC1)=C(C=N2)[S@](=O)(N)=NC(NC2=C1CCC1=CC=1CCC21)=O